CC1=NC2=CC=CC(=C2C=C1)CC(=O)OC methyl 2-(2-methylquinolin-5-yl)acetate